C(=C)(C)C1CC=C(CC1)COC(C1=CC(=CC(=C1)[N+](=O)[O-])[N+](=O)[O-])=O 3,5-Dinitro-benzoic acid 4-isopropenyl-cyclohex-1-enylmethyl ester